FC=1C=C2C(=NNC2=CC1OCCOC)C1=CC(=NO1)C1=CC=C(C=C1)C(=O)N1CC2(C1)CN(C2)C 5-Fluoro-6-(2-methoxyethoxy)-3-[3-(4-{6-methyl-2,6-diazaspiro[3.3]heptan-2-carbonyl}phenyl)-1,2-oxazol-5-yl]-1H-indazol